Tert-butyl (2-(6-cyanobenzo[d][1,3]dioxol-5-yl)ethyl)carbamate C(#N)C=1C(=CC2=C(OCO2)C1)CCNC(OC(C)(C)C)=O